NN1CCN(CC1)CCO 4-amino-1-piperazineethanol